(S)-2-(2-(sec-butylamino)-1,1-difluoro-2-oxoethyl)-N-(4-fluoro-3-methylphenyl)-1-methyl-1H-pyrrole-3-carboxamide [C@H](C)(CC)NC(C(F)(F)C=1N(C=CC1C(=O)NC1=CC(=C(C=C1)F)C)C)=O